O=C1NC(CCC1N1C(C2=CC=CC(=C2C1)NCCOCCOCCNC(OC(C)(C)C)=O)=O)=O tert-butyl (2-(2-(2-((2-(2,6-dioxopiperidin-3-yl)-1-oxoisoindolin-4-yl)amino)ethoxy)ethoxy)ethyl)carbamate